C1(=CC=CC=C1)C[C@@H](C=C(C(=O)OCC)C)NC(=O)OC(C)(C)C Ethyl (S)-5-phenyl-4-(tert-butoxycarbonylamino)-2-methylpentenoate